N-((S)-(7-((R)-Cyclopropyl(2-((R*)-2,2-difluorocyclopropyl)acetamido)methyl)imidazo[1,2-a]pyrimidin-2-yl)(4,4-difluorocyclohexyl)methyl)-4-methyl-1,2,5-oxadiazole-3-carboxamide C1(CC1)[C@H](C1=NC=2N(C=C1)C=C(N2)[C@@H](NC(=O)C2=NON=C2C)C2CCC(CC2)(F)F)NC(C[C@H]2C(C2)(F)F)=O |o1:34|